OCC(=O)N1CCN(CC1)C(=O)OC(C)(C)C tertbutyl 4-(2-hydroxyacetyl)piperazine-1-carboxylate